C(C=C)N(O)CC=C N,N-diallylhydroxylamine